BrC1=C(C=C2CN=NC2=C1)C(=O)OC methyl 6-bromo-3H-indazole-5-carboxylate